3-(benzyloxy)-3-(prop-1-en-2-yl)tetrahydro-4H-pyran-4-one C(C1=CC=CC=C1)OC1(COCCC1=O)C(=C)C